8-(6-(difluoromethyl)-2,3-difluorophenyl)-9-(4-((1-(3-fluoropropyl)azetidin-3-yl)methyl)phenyl)-6,7-dihydro-5H-benzo[7]annulene-3-carboxylic acid FC(C1=CC=C(C(=C1C=1CCCC2=C(C1C1=CC=C(C=C1)CC1CN(C1)CCCF)C=CC(=C2)C(=O)O)F)F)F